CC(CC(=O)C1=C(C(=C(OCC=2C=C(C=CC2)C2=CC(=CC=C2)C(=O)O)C=C1)C)O)(C)C 3'-((4-(3,3-dimethylbutanoyl)-3-hydroxy-2-methylphenoxy)methyl)-[1,1'-biphenyl]-3-carboxylic acid